(tert-butyl)-4-chloro-1-(5-(difluoromethyl)-1,3,4-thiadiazol-2-yl)-1H-indazole-6-sulfonamide C(C)(C)(C)C1=NN(C2=CC(=CC(=C12)Cl)S(=O)(=O)N)C=1SC(=NN1)C(F)F